C(C)OC=1C=C2C(=NC=NC2=CC1OCC)C=CC1=CC=CC=C1 6,7-Diethoxy-4-styrylquinazoline